Cl.O1C2=C(OCC1)C(=CC=C2)CN2CCN(CC2)C(CN2CCN(CC2)CCC2=CC=CC=C2)=O 1-(4-((2,3-dihydrobenzo[b][1,4]dioxin-5-yl)methyl)piperazin-1-yl)-2-(4-phenethylpiperazin-1-yl)ethan-1-one hydrochloride